5H-pyrido[4,3-b]indole-5-carboxylic acid tert-butyl ester C(C)(C)(C)OC(=O)N1C2=C(C=3C=CC=CC13)C=NC=C2